5-chloro-N-[rac-(1R,3S)-3-[6-cyano-2-(3-fluoro-2-pyridyl)imidazo[4,5-c]pyridin-3-yl]cyclohexyl]thiophene-2-carboxamide ClC1=CC=C(S1)C(=O)N[C@H]1C[C@H](CCC1)N1C(=NC2=C1C=NC(=C2)C#N)C2=NC=CC=C2F |r|